C(C)(C)N(P(OCCN1C2=NC=NC(=C2N=C1COC(C1=CC=CC=C1)(C1=CC=C(C=C1)OC)C1=CC=C(C=C1)OC)NC(C1=CC=CC=C1)=O)OCCC#N)C(C)C 2-(6-Benzamido-8-((bis(4-methoxyphenyl)(phenyl)methoxy)methyl)-9H-purin-9-yl)ethyl (2-cyanoethyl) diisopropylphosphoramidite